CN[C@H](CCC)C1OC2=C(O1)C=CC=C2 (R)-N-methyl-1,3-benzodioxolylbutanamine